2-(2-(2-(2-methoxyethoxy)ethoxy)ethoxy)-4-(6-(piperidin-1-yl)naphthalen-2-yl)nicotinonitrile COCCOCCOCCOC1=C(C#N)C(=CC=N1)C1=CC2=CC=C(C=C2C=C1)N1CCCCC1